C1(CC1)C=1NC(=NN1)C1CC2(CN(C2)C(=O)N2CC3(C2)CC(C3)CC3=NC(=NS3)C(F)(F)F)C1 [6-(5-cyclopropyl-4H-1,2,4-triazol-3-yl)-2-azaspiro[3.3]heptan-2-yl]-[6-[[3-(trifluoromethyl)-1,2,4-thiadiazol-5-yl]methyl]-2-azaspiro[3.3]heptan-2-yl]methanone